CC(CC(C)(C)O)(C)O dimethyl-2,4-pentylene glycol